1-dodecylimidazole bistrifluoromethanesulfonimide salt [N-](S(=O)(=O)C(F)(F)F)S(=O)(=O)C(F)(F)F.C(CCCCCCCCCCC)N1C=NC=C1